P(O)(=O)(OP(=O)(O)OP(=O)(O)O)OC[C@@H]1[C@H]([C@H]([C@@H](O1)C1=CNC(=O)NC1=O)O)O pseudouridine-triphosphate